C1=CC=C2C(=C1)C3=C(C24C5=CC=CC=C5C6=C4C=C(C=C6)C7=C8C=CC9=CC=CC1=C9C8=C(C=C1)C=C7)C=C(C=C3)C1=C2C=CC3=CC=CC4=C3C2=C(C=C4)C=C1 2,2'-dipyrenyl-9,9-spirobifluorene